N1=NC(=CC=C1)C(N)=S Pyridazine-3-thiocarboxamide